OC1(CN(C1)C(=O)OC(C)(C)C)CNC=1SC=C(N1)C1=CC=CC=C1 tert-butyl 3-hydroxy-3-(((4-phenylthiazol-2-yl)amino)methyl)azetidine-1-carboxylate